4-(6-((4-methoxybenzyl)oxy)-2-(methylthio)pyrimidin-4-yl)-2-(trifluoromethyl)morpholine COC1=CC=C(COC2=CC(=NC(=N2)SC)N2CC(OCC2)C(F)(F)F)C=C1